OC1N(CCNC1)C1=CC=C(C=2OCCOC21)C 5-(2-hydroxypiperazin-1-yl)-8-methyl-2,3-dihydro-1,4-benzodioxine